C(C)(C)(C)OC(=O)NC(CC(=O)O)CC1=C(C=CC(=C1)C(F)(F)F)[N+](=O)[O-] 3-[(tert-butoxycarbonyl)amino]-4-[2-nitro-5-(trifluoromethyl)phenyl]butanoic acid